3-(4-(5-(6-((4-(4-chlorophenyl)-3,9-dimethyl-6H-thieno[3,2-f][1,2,4]triazolo[4,3-a][1,4]diazepin-2-yl)ethynyl)pyridin-3-yl)pent-1-yn-1-yl)-1-oxoisoindolin-2-yl)piperidine-2,6-dione ClC1=CC=C(C=C1)C1=NCC=2N(C3=C1C(=C(S3)C#CC3=CC=C(C=N3)CCCC#CC3=C1CN(C(C1=CC=C3)=O)C3C(NC(CC3)=O)=O)C)C(=NN2)C